Cl[C@@H](C(=O)NC1=CC=C(C=C1)S(=O)(=O)O)CC1=CC=CC=C1 (R)-4-(2-chloro-3-phenylpropionamido)benzenesulfonic acid